1,3,5-TRI(4-CARBONYLPHENYLOXY)BENZENE C(=O)=C1CC=C(C=C1)OC1=CC(=CC(=C1)OC1=CCC(C=C1)=C=O)OC1=CCC(C=C1)=C=O